FC1=C(C=C(C=C1)F)[C@@H]1N(C[C@H](C1)F)C=1C=CC=2N=CN=C(C2N1)C=1C=NN(C1)C1CCNCC1 6-((2R,4S)-2-(2,5-difluorophenyl)-4-fluoropyrrolidin-1-yl)-4-(1-(piperidin-4-yl)-1H-pyrazol-4-yl)pyrido[3,2-d]pyrimidine